C(C)(C)(C)OC(=O)N1CC=2N=C(N=C(C2CC1)OS(=O)(=O)C(F)(F)F)SC 2-(methylthio)-4-(trifluoromethanesulfonyloxy)-5,6-dihydropyrido[3,4-d]pyrimidine-7(8H)-carboxylic acid tert-butyl ester